(R)-1-(8-fluoro-7-(7-fluoro-8-((triisopropylsilyl)ethynyl)-3-((triisopropylsilyl)oxy)naphthalen-1-yl)-5-methoxy-2-(methylsulfonyl)pyrido[4,3-d]pyrimidin-4-yl)-3-methylpiperidin-3-ol FC1=C(N=C(C2=C1N=C(N=C2N2C[C@@](CCC2)(O)C)S(=O)(=O)C)OC)C2=CC(=CC1=CC=C(C(=C21)C#C[Si](C(C)C)(C(C)C)C(C)C)F)O[Si](C(C)C)(C(C)C)C(C)C